C(C)(=O)C=1C(=CC2=C(OCO2)C1)NC(CN1CC(CCC1)C(=O)NC)=O 1-(2-((6-acetylbenzo[d][1,3]dioxol-5-yl)amino)-2-oxoethyl)-N-methylpiperidine-3-carboxamide